ClC=1C=CC2=C([C@](C(CCN2C(=O)C=2C=CC(=NC2)NC(=O)C=2C(=CC=C(C2)F)C2=CC=CC=C2)(F)F)(CO)O)C1 N-{5-[(5R)-7-chloro-4,4-difluoro-5-hydroxy-5-(hydroxymethyl)-2,3,4,5-tetrahydro-1H-1-benzazepin-1-carbonyl]pyridin-2-yl}-4-fluoro-[1,1'-biphenyl]-2-carboxamide